4-iodobutyraldehyde ICCCC=O